BrC1=CSC2=C1N=C(N=C2N2[C@@H](COCC2)C)Cl (R)-4-(7-bromo-2-chlorothieno[3,2-d]pyrimidin-4-yl)-3-methylmorpholine